C(C=C)(=O)N1[C@@H](C[C@H](CC1)N1C=NC=2C(=NC=3C(=C(C(=CC3C21)Cl)C2=CC=NC1=CC=CC=C21)F)N2CC(C2)N(C)C)CC#N 2-((2S,4S)-1-acryloyl-4-(8-chloro-4-(3-(dimethylamino)azetidin-1-yl)-6-fluoro-7-(quinolin-4-yl)-1H-imidazo[4,5-c]quinolin-1-yl)piperidin-2-yl)acetonitrile